5-chloro-4-(6,8-difluoro-2-(((3S,7aS)-7a-(hydroxymethyl)hexahydro-1H-pyrrolizin-3-yl)methoxy)-4-((1S,5R)-1-methyl-3,8-diazabicyclo[3.2.1]octan-3-yl)quinazolin-7-yl)naphthalen-2-ol ClC1=C2C(=CC(=CC2=CC=C1)O)C1=C(C=C2C(=NC(=NC2=C1F)OC[C@@H]1CC[C@@]2(CCCN12)CO)N1C[C@@]2(CC[C@H](C1)N2)C)F